Galacturonic acid O=C[C@H](O)[C@@H](O)[C@@H](O)[C@H](O)C(=O)O